1-methyl-3-(trifluoromethyl)-1H-pyrazole-4-sulfonyl chloride CN1N=C(C(=C1)S(=O)(=O)Cl)C(F)(F)F